O=C1C(O)=C(O)[C@H](O1)[C@@H](O)CO.[Na] sodium L-ascorbic acid